trisodium tris(3-sulfonatophenyl)phosphine S(=O)(=O)([O-])C=1C=C(C=CC1)P(C1=CC(=CC=C1)S(=O)(=O)[O-])C1=CC(=CC=C1)S(=O)(=O)[O-].[Na+].[Na+].[Na+]